4-[6-(1-Aminoethyl)-8-chloroimidazo[1,5-a]pyridin-5-yl]-1-methylpiperazin-2-one NC(C)C=1C=C(C=2N(C1N1CC(N(CC1)C)=O)C=NC2)Cl